COC1=CC(=CC(=C1)CBr)OC 1,3-dimethoxy-5-bromomethylbenzene